5-(2-((4-chloro-2-fluorobenzyl)oxy)pyrimidin-4-yl)-3,5-dihydropyrrolo[3,4-c]pyrrol ClC1=CC(=C(COC2=NC=CC(=N2)N2C=C3C(=C2)CN=C3)C=C1)F